tert-Butyl 3-(1,4-dimethyl-1H-benzotriazol-5-yl)-3-(7-{[(2R)-2-ethyl-5,5-dioxido-2,3-dihydro-4H-naphtho[1,2-b][1,4,5]oxathiazepin-4-yl]methyl}-2,3-dihydro-1H-inden-5-yl)propanoate CN1N=NC2=C1C=CC(=C2C)C(CC(=O)OC(C)(C)C)C=2C=C1CCCC1=C(C2)CN2S(C1=C(O[C@@H](C2)CC)C2=CC=CC=C2C=C1)(=O)=O